BrC1=CC=C2C=CC(C(C2=C1)=O)=O 7-bromonaphthalene-1,2-dione